{3-methyl-4-[(1-methyl-1,3-benzodiazol-5-yl)oxy]phenyl}-6-[(3R)-3-methylpiperazin-1-yl]pyrido[3,4-d]pyrimidin-4-amine CC=1C=C(C=CC1OC1=CC2=C(N(C=N2)C)C=C1)C=1N=C(C2=C(N1)C=NC(=C2)N2C[C@H](NCC2)C)N